N[S@@](=NC(CC1=C(C=C(C=C1C(C)C)COC1CCCC1)C(C)C)=O)(=O)C1=NN(C(=C1)C(C)(C)O)C1=CC=C(C=C1)F (S)-N-(amino(1-(4-fluorophenyl)-5-(2-hydroxypropan-2-yl)-1H-pyrazol-3-yl)(oxo)-λ6-sulfaneylidene)-2-(4-((cyclopentyloxy)methyl)-2,6-diisopropylphenyl)acetamide